1-(tert-butyl) 4-methyl 2,5-dimethylterephthalate CC1=C(C(=O)OC(C)(C)C)C=C(C(=C1)C(=O)OC)C